CCC(CC)C1=C(N)C(=CC=C1)C(CC)CC 2,6-bis(3-pentyl)aniline